2-dimethylamino-2-methyl-1-(4-methylphenyl)propan-1-one CN(C(C(=O)C1=CC=C(C=C1)C)(C)C)C